(±)-α-methylphenethylamine CC(CC1=CC=CC=C1)N